2-(2-hydroxyl-propoxy)-acetanilide OC(COCC(=O)NC1=CC=CC=C1)C